COC1=NC=CC=C1C#CC 2-methoxy-3-(prop-1-yn-1-yl)pyridine